3-(bromomethyl)-phenyl-boronic acid BrCC=1C=C(C=CC1)B(O)O